NC1=C(C=C(C(=C1)Cl)C)C(CNC(OCC1C2=CC=CC=C2C=2C=CC=CC12)=O)=O (9H-fluoren-9-yl)methyl N-(2-(2-amino-4-chloro-5-methylphenyl)-2-oxoethyl)carbamate